(9Z,9'Z,12Z,12'Z)-2-(((1,3-dimethylpyrrolidine-3-carbonyl)oxy)methyl)propane-1,3-diylbis(octadeca-9,12-dienoate) CN1CC(CC1)(C(=O)OCC(CCCCCC\C=C/C\C=C/CCCCCCCC(=O)[O-])CCCCCC\C=C/C\C=C/CCCCCCCC(=O)[O-])C